L-lysine amphetamineamide salt NC(C(=O)N)CC1=CC=CC=C1.N[C@@H](CCCCN)C(=O)O